ClC1=NC=C(C(=N1)C1=CNC2=CC(=CC=C12)F)Cl 3-(2,5-dichloropyrimidin-4-yl)-6-fluoro-1H-indol